[Ru](Cl)Cl.C1(CCCCC1)P(C1CCCCC1)C1CCCCC1.C1(CCCCC1)P(C1CCCCC1)C1CCCCC1 bis(tricyclohexylphosphine) ruthenium (II) dichloride